N[C@@H]1CNC2=C(C(=N1)C1=CC=CC=C1)C=CC=C2 (3S)-3-amino-5-phenyl-1,3-dihydro-1,4-benzodiazepine